CN1N=CC(=C1C1=CC=C(N=N1)NC(=O)C1CC12CCN(CC2)CC(C(C)(C)C)C)C N-[6-(2,4-dimethylpyrazol-3-yl)pyridazin-3-yl]-6-(2,3,3-trimethylbutyl)-6-azaspiro[2.5]octane-2-carboxamide